C(C)(C)(C)OC(CCCCCCN1C(=CC2=CC=C(C=C12)C1=C(C=CC=C1)NC(=O)OC(C)(C)C)C1=NC2=C(N1C)C(=CC(=C2)C(=O)OC)OC)=O methyl 2-(1-(7-(tert-butoxy)-7-oxoheptyl)-6-(2-((tert-butoxycarbonyl)amino)phenyl)-1H-indol-2-yl)-7-methoxy-1-methyl-1H-benzo[d]imidazole-5-carboxylate